C(C1=CC=CC=C1)OC=1C(=C(C=2CC(CCC2C1)CNCCC(C)C)F)N1CC(NS1(=O)=O)=O 5-[3-(benzyloxy)-1-fluoro-7-{[(3-methylbutyl)amino]methyl}-5,6,7,8-tetrahydronaphthalen-2-yl]-1λ6,2,5-thiadiazolidine-1,1,3-trione